FC(COC1=CC=C2C=C(C(N(C2=N1)C1=CC=C(C=C1)OC)=O)I)F 7-(2,2-difluoroethoxy)-3-iodo-1-(4-methoxyphenyl)-1,8-naphthyridin-2(1H)-one